9-(1-(((2R,3R,4R,5S)-3,4,5-tris(((E)-3-(tert-butoxy)-3-oxoprop-1-en-1-yl)oxy)tetrahydro-2H-pyran-2-yl)methyl)-1H-1,2,3-triazol-4-yl)nonanoic acid C(C)(C)(C)OC(/C=C/O[C@@H]1[C@H](OC[C@@H]([C@H]1O\C=C\C(OC(C)(C)C)=O)O\C=C\C(OC(C)(C)C)=O)CN1N=NC(=C1)CCCCCCCCC(=O)O)=O